(R)-3-(3-chlorophenyl)-1-(1-(6,7-difluoro-1-oxo-1,2-dihydroisoquinolin-4-yl)ethyl)-1-methylurea ClC=1C=C(C=CC1)NC(N(C)[C@H](C)C1=CNC(C2=CC(=C(C=C12)F)F)=O)=O